FC1=CC=C(C=C1)NC(C1=CC(=CC=C1)N1C=NN=C1)=O N-(4-fluorophenyl)-3-(4H-1,2,4-triazol-4-yl)benzamide